BrC1=CC=CN2C(=CC=C12)C(=O)N1CCC(CC1)NC(OC(C)(C)C)=O tert-butyl N-[1-(8-bromoindolizine-3-carbonyl)piperidin-4-yl]carbamate